tert-butyl (S)-4-(2-(1-ethyl-3-(trifluoromethyl)-1H-pyrazol-4-yl)phenyl)-2-methyl-4,7-dihydrothieno[2,3-c]pyridine-6(5H)-carboxylate C(C)N1N=C(C(=C1)C1=C(C=CC=C1)[C@H]1C2=C(CN(C1)C(=O)OC(C)(C)C)SC(=C2)C)C(F)(F)F